N-(2H3)methyl-6-[(1S,2S)-2-methylcyclopropaneamido]pyridazine-3-carboxamide C(NC(=O)C=1N=NC(=CC1)NC(=O)[C@@H]1[C@H](C1)C)([2H])([2H])[2H]